NC1=NC=C(C2=CC=CC=C12)N1N=CC(=C1C(F)(F)F)C(=O)NC=1C(=NC(=C(C1)Cl)N1N=CC(=N1)C)C 1-(1-aminoisoquinolin-4-yl)-N-(5-chloro-2-methyl-6-(4-methyl-2H-1,2,3-triazol-2-yl)pyridin-3-yl)-5-(trifluoromethyl)-1H-pyrazole-4-carboxamide